(S)-4-((1-(4-chloro-8-(2-(methylsulfonyl)pyrimidin-5-yl)-1-oxo-2-phenyl-1,2-dihydroisoquinolin-3-yl)ethyl)amino)pyrido[2,3-d]pyrimidin-5(8H)-one ClC1=C(N(C(C2=C(C=CC=C12)C=1C=NC(=NC1)S(=O)(=O)C)=O)C1=CC=CC=C1)[C@H](C)NC=1C2=C(N=CN1)NC=CC2=O